tert-butyl (R)-(1-(2'-fluoro-[1,1-biphenyl]-4-yl)-2-hydroxyethyl)carbamate FC1=C(C=CC=C1)C1=CC=C(C=C1)[C@H](CO)NC(OC(C)(C)C)=O